CN1C2=CC=CC=C2C=2C=C(C=CC12)/C=C(/C#N)\C1=CC=CC=C1 (E)-3-(9-methyl-9H-carbazol-3-yl)-2-phenylacrylonitrile